tert-butyl {[(2S)-6-(benzyloxy)-8-fluoro-7-(1,1,4-trioxo-1λ6,2,5-thiadiazolidin-2-yl)-1,2,3,4-tetrahydronaphthalen-2-yl]methyl}carbamate C(C1=CC=CC=C1)OC=1C=C2CC[C@@H](CC2=C(C1N1S(NC(C1)=O)(=O)=O)F)CNC(OC(C)(C)C)=O